FC1=C(C=C(C=N1)C(C)=O)OC 1-(6-fluoro-5-methoxypyridin-3-yl)ethan-1-one